COC1C(=C(C(O1)=O)Cl)SCC1=CC=CC=C1 5-methoxy-4-benzylthio-3-chloro-2(5H)furanone